5-(4-aminophenyl)-4-methylpyridin-2(1H)-one NC1=CC=C(C=C1)C=1C(=CC(NC1)=O)C